C(N)N methandiamine